ClC1=CC2=C(S1)C1(C[C@@H](N(CC1)C(=O)OC(C)(C)C)C)OCC2 tert-butyl (2'S)-2-chloro-2'-methyl-spiro[4,5-dihydrothieno[2,3-c]pyran-7,4'-piperidine]-1'-carboxylate